S1C(=NC=C1)SN(C(C)C)C(C)C Thiazol-2-yl-N,N-diisopropylthiohydroxylamine